tetramethyl-ethylcyclopentadiene CC1C(=C(C(=C1CC)C)C)C